5-(3-(2-methoxyethyl)-2-methyl-3H-imidazo[4,5-b]pyridin-5-yl)-N-(cis-4-(4-methylpiperazin-1-yl)cyclohexyl)pyrrolo[2,1-f][1,2,4]triazin-2-amine COCCN1C(=NC=2C1=NC(=CC2)C=2C=CN1N=C(N=CC12)N[C@@H]1CC[C@@H](CC1)N1CCN(CC1)C)C